C(C)(=O)C1=NC=C(C(=O)OC)C(=C1)N methyl 6-acetyl-4-aminonicotinate